N-(3-carbamoyl-1,6-dichloro-2-naphthyl)-5-chloro-2-(3-chloro-2-pyridyl)pyrazole-3-carboxamide C(N)(=O)C=1C(=C(C2=CC=C(C=C2C1)Cl)Cl)NC(=O)C=1N(N=C(C1)Cl)C1=NC=CC=C1Cl